(R)-1-((7-chloro-2-(2,2'-dimethyl-3'-(pyrido[4,3-b]pyrazin-5-ylamino)biphenyl-3-yl)benzo[d]oxazol-5-yl)methyl)pyrrolidine-3-carboxylic acid ClC1=CC(=CC=2N=C(OC21)C=2C(=C(C=CC2)C2=C(C(=CC=C2)NC2=NC=CC1=NC=CN=C12)C)C)CN1C[C@@H](CC1)C(=O)O